(E)-8-(3,7-dimethylocta-2,6-dien-1-yl)-2-ethyl-7-hydroxy-5-pentyl-4H-benzo[d][1,3]dioxin-4-one C\C(=C/CC1=C(C=C(C2=C1OC(OC2=O)CC)CCCCC)O)\CCC=C(C)C